N-{[4-(2H-1,3-benzodioxole-5-sulfonyl)phenyl]methyl}imidazo[1,2-a]pyridine-6-carboxamide O1COC2=C1C=CC(=C2)S(=O)(=O)C2=CC=C(C=C2)CNC(=O)C=2C=CC=1N(C2)C=CN1